(S)-3-(1-cyanopyrrolidine-3-carboxamido)-N-methylisoquinoline-6-carboxamide C(#N)N1C[C@H](CC1)C(=O)NC=1N=CC2=CC=C(C=C2C1)C(=O)NC